2-[4-(cyclohexa-1,3-dien-1-yl)1H-pyrazole-3-yl]phenol C1(=CC=CCC1)C=1C(=NNC1)C1=C(C=CC=C1)O